3-(2-oxo-1-pyridyl)benzoic acid O=C1N(C=CC=C1)C=1C=C(C(=O)O)C=CC1